7-{5-Chloro-4-methoxy-2-[1-(oxan-2-yl)-1H-pyrazol-3-yl]phenyl}-N-[(2,4-dimethoxyphenyl)methyl]cinnolin-4-amine ClC=1C(=CC(=C(C1)C1=CC=C2C(=CN=NC2=C1)NCC1=C(C=C(C=C1)OC)OC)C1=NN(C=C1)C1OCCCC1)OC